3-iodo-1-(5-nitropyridin-3-yl)-1H-indazole IC1=NN(C2=CC=CC=C12)C=1C=NC=C(C1)[N+](=O)[O-]